BrC1=CC=2N(C=C1)C(=CN2)/C(=N/O)/Cl (Z)-7-bromo-N-hydroxyimidazo[1,2-a]pyridine-3-carbonimidoyl chloride